N-[2-(2-bromo-1H-indol-3-yl)ethyl]Acetamide BrC=1NC2=CC=CC=C2C1CCNC(C)=O